C=C.[Na].[Na] DiSodium Ethylene